ClC1=CC=C(C=C1)C=1N=CN(C1)C12CC(C1)(C2)NC(OC(C)(C)C)=O tert-butyl (3-(4-(4-chlorophenyl)-1H-imidazol-1-yl)bicyclo[1.1.1]pentan-1-yl)carbamate